sodium cetyl-aniline C(CCCCCCCCCCCCCCC)NC1=CC=CC=C1.[Na]